3,3'-(1,4-phenylenedimethylene)bis(7,7-dimethyl-2-oxo-bicyclo[2.2.1]-hept-1-ylmethanesulfonic acid) C1(=CC=C(C=C1)CC1C(C2(CCC1C2(C)C)CS(=O)(=O)O)=O)CC2C(C1(CCC2C1(C)C)CS(=O)(=O)O)=O